mercaptoacetylacetone SCC(=O)CC(C)=O